OC1=CC(=CC=2C(C3=CC=CC(=C3C(C12)=O)O)=O)C(=O)O 1,8-dihydroxy-3-carboxyanthraquinone